1-bromo-3-(chloromethyl-d2)benzene BrC1=CC(=CC=C1)C([2H])([2H])Cl